2,2-difluorobenzo[d][1,3]dioxole-4-sulfonyl chloride FC1(OC2=C(O1)C=CC=C2S(=O)(=O)Cl)F